5-(benzyloxy)-3-(1,4-dioxaspiro[4.5]deca-7-en-8-yl)pyrazolo[1,5-a]pyridine C(C1=CC=CC=C1)OC1=CC=2N(C=C1)N=CC2C2=CCC1(OCCO1)CC2